dimethyl-formamide dipropyl acetal C(CC)OC(N(C)C)OCCC